P([O-])([O-])(=O)F fluorophosphorate